NC=1C=C(C=C(C1)C)C(C)NC1=NC(=NC2=CC(=C(C=C12)NC)C(=O)N1CCOCC1)C (4-((1-(3-amino-5-methylphenyl)ethyl)amino)-2-methyl-6-(methylamino)quinazolin-7-yl)(morpholino)methanone